C(C)(C)(C)OC(=O)N1CCC=2C=CC(=NC2C1)OC.C(C1=CC=CC=C1)(=O)C1(OC(=O)C2=CC=CC=C12)OCC(OC)(OC)OC benzoyl-trimethoxyethoxyphthalide tert-butyl-2-methoxy-6,8-dihydro-5H-1,7-naphthyridine-7-carboxylate